5-(2-chloro-6-nitro-phenyl)-1,3,3a,4,6,6a-hexahydrofuro[3,4-c]pyrrole ClC1=C(C(=CC=C1)[N+](=O)[O-])N1CC2C(C1)COC2